C(C1=CC=CC=C1)N1C=NC2(C1=O)CCN(CC2)C(=O)OC(C)(C)C tert-butyl 3-benzyl-4-oxo-1,3,8-triazaspiro[4.5]dec-1-ene-8-carboxylate